ClC=1C=CC=C2[C@H](CCOC12)NC(=O)NC=1N=C(SC1)C1=CC=C(C=C1)C#N 1-[(4S)-8-chlorochroman-4-yl]-3-[2-(4-cyanophenyl)thiazol-4-yl]urea